C1(=CC=CC2=CC=CC=C12)C(=O)[O-].[Fr+] Francium naphthoate